COC1=CC(=C(C=N1)N)C1=CC=CC=C1 6-methoxy-4-phenyl-pyridin-3-amine